Cl.Cl.OCCN(CCCN(CCCCCCCCCCCCCCCCCC)CCO)CCO N,N,N'-tris(2-hydroxyethyl)-N'-octadecylpropane-1,3-diamine dihydrochloride